Cl.NC(C(=O)N1CCN(CC1)C(=O)NC1=NC(N(C=C1)C1=CC=C(C=C1)CCN1CCC2(CCC2N)CC1)=O)(C)C 4-(2-Amino-2-methylpropanoyl)-N-(1-(4-(2-(1-amino-7-azaspiro[3.5]nonan-7-yl)ethyl)phenyl)-2-oxo-1,2-dihydropyrimidin-4-yl)piperazine-1-carboxamide Hydrochloride Salt